BrC=1C=C(C=CC1F)C1=NN(C(=C1)N)C(C)(C)C 3-(3-Bromo-4-fluorophenyl)-1-(tert-butyl)-1H-pyrazol-5-amine